Tert-butyl ((10S,13S,16S,19S)-10-formyl-2,2,13,16-tetramethyl-4,12,15,18-tetraoxo-19-palmitamido-3-oxa-5,11,14,17-tetraazatricosan-23-yl)carbamate C(=O)[C@H](CCCCNC(OC(C)(C)C)=O)NC([C@@H](NC([C@@H](NC([C@H](CCCCNC(OC(C)(C)C)=O)NC(CCCCCCCCCCCCCCC)=O)=O)C)=O)C)=O